C(C(=C)C)(=O)[O-].C[N+](CC(C)O)(CC1=CC=CC=C1)C dimethylbenzyl-(2-hydroxypropyl)ammonium methacrylate